COC=1C=C2C(=C3C(=NC2=CC1)CCCCCC3)NC3CCNCC3 N-{2-methoxy-6H,7H,8H,9H,10H,11H-cycloocta[b]quinolin-12-yl}piperidin-4-amine